C1(CCCCC1)OC1=C(C(=C(OCSC2=NOC(C2)(C)C)C(=C1F)F)F)F (((4-(cyclohexyloxy)-2,3,5,6-tetrafluorophenoxy)methyl)thio)-5,5-dimethyl-4,5-dihydroisoxazole